C(C)OP(=O)(C1=CC=CC=C1)C(C1=C(C=C(C=C1C)C)C)=O Ethyl-(2,4,6-trimethylbenzoyl)phenyl-phosphinat